4-Amino-1-(isoquinolin-7-yl)-2-oxo-7-(trifluoromethyl)-1,2-dihydro-1,8-naphthyridine-3-carboxylic acid methyl ester COC(=O)C=1C(N(C2=NC(=CC=C2C1N)C(F)(F)F)C1=CC=C2C=CN=CC2=C1)=O